24-tetracosanol CCCCCCCCCCCCCCCCCCCCCCCCO